1-((4-(2-ethoxy-2-oxoethoxy)piperidin-1-yl)methyl)cyclopropane C(C)OC(COC1CCN(CC1)CC1CC1)=O